C(C)(C)(C)OC(NC1(CC(C1)O)C(CCCC)B1OC(C(O1)(C)C)(C)C)=O tert-butyl-(3-hydroxy-1-(1-(4,4,5,5-tetramethyl-1,3,2-dioxaborolan-2-yl)pentyl)cyclobutyl)carbamate